BrC(C)C1=NC=C(C(=C1)OC)F 2-(1-bromoethyl)-5-fluoro-4-methoxypyridine